C(C)(C)(C)OOC(CCCCCC(C)C)=O.ClC1=C(C=CC=C1C(F)(F)F)S(=O)(=O)NC1=C(C=C(C=C1F)C#CC1=CC=CC=C1)F 2-chloro-N-[2,6-difluoro-4-(2-phenylethynyl)phenyl]-3-(trifluoromethyl)benzenesulfonamide Tert.-butylperoxy-isononanoat